(3R/S)-3-[4-(prop-2-yn-1-yloxy)phenyl]Hex-4-ynoic acid C(C#C)OC1=CC=C(C=C1)[C@@H](CC(=O)O)C#CC |r|